CC1=NN(C2=CC=C(C=C12)C1=C(N=C(N1)N)C1=NC(=CC=C1)C)C1OCCCC1 5-(3-methyl-1-(tetrahydro-2H-pyran-2-yl)-1H-indazol-5-yl)-4-(6-methyl-pyridin-2-yl)-1H-imidazol-2-amine